tert-butyl (4S)-2,2-dimethyl-4-[3-(N-(6-sulfamoyl-2-pyridyl)anilino)propyl]pyrrolidine-1-carboxylate CC1(N(C[C@H](C1)CCCN(C1=CC=CC=C1)C1=NC(=CC=C1)S(N)(=O)=O)C(=O)OC(C)(C)C)C